ClC1=CC(=C2C=C(NC2=C1F)C(=O)OC)C1=C(C=CC=C1)OC methyl 6-chloro-7-fluoro-4-(2-methoxyphenyl)-1H-indole-2-carboxylate